C(C=C)(=O)N1[C@@H](C[C@H](CC1)N1C=NC=2C(=NC=3C(=C(C(=CC3C21)Cl)C2=C(C=CC=C2)F)F)N2CC(C2)N(C)C)CC#N 2-((2S,4S)-1-acryloyl-4-(8-chloro-4-(3-(dimethylamino)azetidin-1-yl)-6-fluoro-7-(2-fluorophenyl)-1H-imidazo[4,5-c]quinolin-1-yl)piperidin-2-yl)acetonitrile